N-(3-aminopropyl)-N'-[3-(9-dodecylamino)propyl]-1,3-propanediamine NCCCNCCCNCCCNC(CCCCCCCC)CCC